4-Cyano-N-(4-cyano-[2,4'-bipyridin]-2'-yl)morpholine-2-carboxamide C(#N)N1CC(OCC1)C(=O)NC1=NC=CC(=C1)C1=NC=CC(=C1)C#N